NC1=NC=2N(C=C1C#CC1CC(C1)OC1CCNCC1)C=C(N2)C2=C(C=CC=C2)O 2-[7-amino-6-[2-[3-(4-piperidinyloxy)cyclobutyl]ethynyl]imidazo[1,2-a]pyrimidin-2-yl]phenol